(E)-3-(3-Chlorophenyl)-1-(2,4,6-trihydroxyphenyl)prop-2-en-1-one ClC=1C=C(C=CC1)/C=C/C(=O)C1=C(C=C(C=C1O)O)O